(S)-5-((4-((2-hydroxy-1-phenylethyl)amino)-5-(3-(2-hydroxypropan-2-yl)-1,2,4-oxadiazol-5-yl)pyridin-2-yl)amino)-3,3-dimethylisoindolin-1-one OC[C@H](C1=CC=CC=C1)NC1=CC(=NC=C1C1=NC(=NO1)C(C)(C)O)NC=1C=C2C(NC(C2=CC1)=O)(C)C